COCCN1CCC(CC1)NC(=O)N 1-[1-(2-methoxyethyl)piperidin-4-yl]urea